(7-BUTYL-2-NAPHTHALENYL)BORONIC ACID C(CCC)C1=CC=C2C=CC(=CC2=C1)B(O)O